4-[7-chloro-2-[(3s)-3-methylmorpholin-4-yl]pyrido[2,3-d]pyrimidin-4-yl]3-methyl-morpholine ClC=1C=CC2=C(N=C(N=C2N2C(COCC2)C)N2[C@H](COCC2)C)N1